OCC([C@@H](C[C@@H]1C(NCC1)=O)NC(=O)[C@H]1N(C[C@H]2[C@@H]1CCC2)C(=O)C=2NC1=CC=CC(=C1C2)OC)=O (1S,3aR,6aS)-N-((R)-4-hydroxy-3-oxo-1-((R)-2-oxopyrrolidin-3-yl)butan-2-yl)-2-(4-methoxy-1H-indole-2-carbonyl)octahydrocyclopenta[c]pyrrole-1-carboxamide